3-(oleoyloxy)-2-((4-(((2-(pyrrolidin-1-yl)ethyl)carbamoyl)oxy)octanoyl)oxy)propyl (9Z,12Z)-octadeca-9,12-dienoate C(CCCCCCC\C=C/C\C=C/CCCCC)(=O)OCC(COC(CCCCCCC\C=C/CCCCCCCC)=O)OC(CCC(CCCC)OC(NCCN1CCCC1)=O)=O